C1(CC1)CN1C(=CC=2C1=NC=CC2)C2=NC1=C(N2CCS(=O)(=O)C)C(=CC(=C1)C(=O)N1[C@@H]2CC[C@H](C1)[C@H]2N)OC (1R,4R,7R)-2-{2-[1-(cyclopropylmethyl)-1H-pyrrolo[2,3-b]pyridin-2-yl]-1-(2-methanesulfonylethyl)-7-methoxy-1H-1,3-benzodiazole-5-carbonyl}-2-azabicyclo[2.2.1]heptan-7-amine